CN1CC2N(CC1)CCN(C2)C 2,8-dimethyl-octahydro-2H-pyrazino[1,2-a]pyrazine